1-[(methoxycarbonyl)oxy]ethyl-(2R,3R,4S)-4-(benzo[d][1,3]dioxolane-5-yl)-1-[2-(dibutylamino)-2-oxoethyl]-2-(4-methoxyphenyl)pyrrolidine-3-carboxylate COC(=O)OC(C)OC(=O)[C@H]1[C@@H](N(C[C@@H]1C1=CC2=C(OCO2)C=C1)CC(=O)N(CCCC)CCCC)C1=CC=C(C=C1)OC